C(C)C(CC(CCC)O)CC 6-ethyl-4-octanol